C1(=C(C=CC=C1)N1C2=CC=CC=C2C=2C=C(C=CC12)Br)C1=CC=CC=C1 9-([1,1'-biphenyl]-2-yl)-3-bromo-9H-carbazole